COC1=C(C(=O)N)C=CC(=C1)C1=NC=CN=C1NC1=CC=C(C=C1)C(F)(F)F 2-methoxy-4-[3-[4-(trifluoromethyl)anilino]pyrazin-2-yl]benzamide